CC1=NNC2=CC=C(C=C12)C=1C=C(C=NC1)OCC(CC1=CC=CC=C1)N α-[[[5-(3-methyl-1H-indazol-5-yl)-3-pyridinyl]oxy]methyl]-phenethylamine